N1(N=CC=C1)CCC=1N(C=2C(=C3CC[C@@H](N(C3=CC2)C(=O)OC)C)N1)CCN(C1CCOCC1)C methyl (S)-2-(2-(1H-pyrazol-1-yl)ethyl)-7-methyl-3-(2-(methyl(tetrahydro-2H-pyran-4-yl)amino)ethyl)-3,7,8,9-tetrahydro-6H-imidazo[4,5-f]quinoline-6-carboxylate